4-butyl-4''-ethyl-2'-fluoro-terphenyl C(CCC)C1=CC=C(C=C1)C=1C(CC=CC1)(C1=CC=C(C=C1)CC)F